FC(S(=O)(=O)[O-])(F)F.BrC=1C=CC=C2C=CC=[N+](C12)C 8-bromo-1-methylquinolin-1-ium Trifluoromethanesulfonate